potassium nitrate [N+](=O)([O-])[O-].[K+]